(2S,4R)-1-((S)-1-amino-14-(tert-butyl)-12-oxo-3,6,9-trioxa-13-azapentadecan-15-oyl)-4-hydroxy-N-((S)-1-(4-(4-methylthiazol-5-yl)phenyl)ethyl)pyrrolidine-2-carboxamide NCCOCCOCCOCCC(N[C@H](C(=O)N1[C@@H](C[C@H](C1)O)C(=O)N[C@@H](C)C1=CC=C(C=C1)C1=C(N=CS1)C)C(C)(C)C)=O